1,2-di-oleoyl-sn-glycero-3-phosphorylethanolamine C(CCCCCCC\C=C/CCCCCCCC)(=O)OC[C@@H](OC(CCCCCCC\C=C/CCCCCCCC)=O)COP(=O)(O)OCCN